ClC=1C=CC2=C(N=C(O2)CCl)C1 5-chloro-2-(chloromethyl)benzo[d]oxazole